C1(=CC=CC=C1)S(=O)(=O)O.NC[C@@]1([C@H]2[C@@H]3C[C@@H](CC[C@H]13)C2)CC(=O)O 2-((1R,2S,3S,6R,8R)-2-(aminomethyl)tricyclo[4.2.1.03,8]Nonan-2-yl)acetic acid benzenesulfonate